4-Amino-3-[6-(4-isopropoxyphenyl)pyridin-3-ylazo]naphthalin NC1=C(C=CC2=CC=CC=C12)N=NC=1C=NC(=CC1)C1=CC=C(C=C1)OC(C)C